C1CC12NCC[C@@H](C2)SC=2N=CC(=NC2)C2=C(C=C(C=C2)N2C=NC=C2)O (S)-2-(5-((4-azaspiro[2.5]octan-7-yl)thio)pyrazin-2-yl)-5-(1H-imidazol-1-yl)phenol